3-{4-[(1R)-1-amino-2-hydroxyethyl]phenyl}-1,3-oxazolidin-2-one monohydrochloride Cl.N[C@@H](CO)C1=CC=C(C=C1)N1C(OCC1)=O